N1C=NC=2C1=C1CCNCC1=CC2 6,7,8,9-tetrahydroimidazo[4,5-f]isoquinoline